2-Difluoromethyl-1-ethyl-8-(1-{2-[4-(3-methoxy-phenyl)-piperazin-1-yl]-2-oxo-ethyl}-1H-pyrazol-4-yl)-1,7-dihydro-purin-6-one FC(C=1N(C(C=2NC(=NC2N1)C=1C=NN(C1)CC(=O)N1CCN(CC1)C1=CC(=CC=C1)OC)=O)CC)F